C(C(C)C)(=O)O[C@@H]1[C@H](O[C@H]([C@@H]1F)N1C(NC(C=C1)=O)=O)COP1(OCC(CO1)CC(=O)OCCCC)=O (2R,3R,4R,5R)-2-(((5-(2-butoxy-2-oxoethyl)-2-oxo-1,3,2-dioxaphosphorinan-2-yl) oxy) methyl)-5-(2,4-dioxo-3,4-dihydropyrimidin-1(2H)-yl)-4-fluorotetrahydrofuran-3-yl isobutyrate